4-[(E)-2-(acetylphenylamino)ethenyl]-1-methylquinolinium iodide [I-].C(C)(=O)N(/C=C/C1=CC=[N+](C2=CC=CC=C12)C)C1=CC=CC=C1